1-(3,5-dimethoxy-4-phenylmethoxyphenyl)propane-2-amine COC=1C=C(C=C(C1OCC1=CC=CC=C1)OC)CC(C)N